CN([C@@H](C(C)C)C(=O)O)C(=O)C1CN(C1)C(=O)C1[N@@](C1)C(C1=CC=CC=C1)(C1=CC=CC=C1)C1=CC=CC=C1 N-methyl-N-(1-((R)-1-trityl-aziridine-2-carbonyl)azetidine-3-carbonyl)-L-valine